(R)-3-ethyl-1,4-diphenyl-mono-phenyl-1,4,5,7-tetrahydro-6H-pyrazolo[3,4-b]pyridin-6-one C(C)C1=NN(C=2N(C(C[C@@H](C21)C2=CC=CC=C2)=O)C2=CC=CC=C2)C2=CC=CC=C2